C(C)N1CC(CC1=O)C(=O)NC1=CC(=C(C=C1)OC)OCC1=CC=NC=C1 1-Ethyl-N-[4-methoxy-3-(4-pyridinylmethoxy)phenyl]-5-oxo-3-pyrrolidinecarboxamide